terthiairenide S1[C-]=C1C1=[C-]S1C1=[C-]S1